C(C)(=O)OC[C@H]1N(CC(C1)=C)C(=O)OC(C)(C)C tert-butyl (S)-2-(acetoxymethyl)-4-methylenepyrrolidine-1-carboxylate